The molecule is a quaternary ammonium ion comprising an anilinium ion core having three methyl substituents on the aniline nitrogen, and a 3-[(dimethylcarbamoyl)oxy] substituent at position 3. It is a parasympathomimetic which acts as a reversible acetylcholinesterase inhibitor. It has a role as an EC 3.1.1.7 (acetylcholinesterase) inhibitor and an antidote to curare poisoning. CN(C)C(=O)OC1=CC=CC(=C1)[N+](C)(C)C